FC1(C(CN(C1)C)NC1=C(C=NC2=CC=C(C=C12)C#N)[N+](=O)[O-])F 4-[(4,4-difluoro-1-methylpyrrolidin-3-yl)amino]-3-nitroquinoline-6-carbonitrile